ONC(C(C)(C)C)=O N-hydroxy-2,2-dimethylpropionamide